tert-butyl (3R)-3-[4-[bis(tert-butoxycarbonyl)amino]-2-oxo-3-(4-phenoxyphenyl)imidazo[4,5-c]pyridin-1-yl]piperidine-1-carboxylate C(C)(C)(C)OC(=O)N(C1=NC=CC2=C1N(C(N2[C@H]2CN(CCC2)C(=O)OC(C)(C)C)=O)C2=CC=C(C=C2)OC2=CC=CC=C2)C(=O)OC(C)(C)C